C(C=C)OC1=C(C=O)C=C(C=C1)F 2-(Allyloxy)-5-fluorobenzaldehyde